N-(4-Nitrophenyl)-1,4-phenylenediamine [N+](=O)([O-])C1=CC=C(C=C1)NC1=CC=C(C=C1)N